3,5-diazine C1=CN=CN=C1